COC=1C=C2C(=CN=NC2=CC1OC)N1CC2(C1)CC(C2)C[SH2](=O)C=N {[2-(6,7-dimethoxycinnolin-4-yl)-2-azaspiro[3.3]heptan-6-yl]methyl}(imino)methyl-λ6-sulfanone